N[C@@H](CO)C(=O)OC(CCCCCCC)=O capryloyl serinate